2-(5-{5-chloro-2-[(oxan-4-yl)amino]pyrimidin-4-yl}-1-methyl-3-oxo-2,3-dihydro-1H-isoindol-2-yl)-N-[(1S)-2-hydroxy-1-(6-methoxypyridin-2-yl)ethyl]acetamide ClC=1C(=NC(=NC1)NC1CCOCC1)C=1C=C2C(N(C(C2=CC1)C)CC(=O)N[C@H](CO)C1=NC(=CC=C1)OC)=O